BrC1=C(C(=CC(=C1)[N+](=O)[O-])F)N1CCN(CC1)C 1-(2-bromo-4-nitro-6-fluorophenyl)-4-methylpiperazine